C(CCCCCCCCCCCCCCC)C(CCCCCCCCCCCCCCC)O palmityl-(cetyl) alcohol